BrCC(=O)C1=CN=C(S1)C1CN(CC1)C(=O)OC(C)(C)C tert-butyl 3-(5-(2-bromoacetyl)thiazol-2-yl)pyrrolidine-1-carboxylate